4-[[4-amino-5-[4-(2-hexyldecanoyloxy)butylamino]-5-oxo-pentanoyl]amino]butyl-2-hexyldecanoate NC(CCC(=O)NCCCCOC(C(CCCCCCCC)CCCCCC)=O)C(=O)NCCCCOC(C(CCCCCCCC)CCCCCC)=O